Cl.ClC1=C(C=CC=C1CO)N1N=NC2=C1C=C(C=C2)C#N 2-chloro-3-(hydroxymethyl)phenyl-1H-benzo[d][1,2,3]triazol-6-carbonitrile hydrochloride